(23S)-2a,3a-dihydroxy-23-ethyl-5a-cholan-6-one O[C@H]1[C@H](C[C@@H]2C(C[C@H]3[C@@H]4CC[C@H]([C@@H](C[C@@H](C)CC)C)[C@]4(CC[C@@H]3[C@]2(C1)C)C)=O)O